BrC1=C(CN(C2=CC(=C(C(=C2)F)S(=O)(=O)N(C(OC(C)(C)C)=O)C=2N=CSC2)F)C(=O)OC(C)(C)C)C(=CC=C1)F tert-butyl ((4-((2-bromo-6-fluorobenzyl)(tert-butoxycarbonyl)amino)-2,6-difluorophenyl)sulfonyl)(thiazol-4-yl)carbamate